ClC=1C(=NC(=NC1)NC1CCOCC1)C1=CC=C2CN(C(C2=C1)=O)CC(=O)N[C@H](CO)C=1SC=CN1 2-(6-{5-chloro-2-[(oxan-4-yl)amino]pyrimidin-4-yl}-1-oxo-2,3-dihydro-1H-isoindol-2-yl)-N-[(1R)-2-hydroxy-1-(1,3-thiazol-2-yl)ethyl]acetamide